ClC=1C=C(CCN(C=2SC3=C(N2)C=CC=C3F)CC3=CC=C(C=C3)C#CC(=O)O)C=CC1 3-(4-(((3-chlorophenethyl)(7-fluorobenzo[d]thiazol-2-yl)amino)-methyl)phenyl)propiolic acid